C(#N)C(C)(C)C=1C=C(C(=NC1)C#N)SCC 5-(1-cyano-1-methyl-ethyl)-3-ethylsulfanyl-pyridine-2-carbonitrile